1-(tetrahydrofuran-3-yl)ethan-1-amine hydrochloride Cl.O1CC(CC1)C(C)N